CCCCCCCC/C=C\CCCCCCC(=O)C(=O)OC Epoxy methyl oleate